11-azido-3,6,9-trioxaundecan-1-amine (-)-dibenzoyl-L-tartrate C(C1=CC=CC=C1)(=O)[C@]([C@](C(=O)O)(O)C(C1=CC=CC=C1)=O)(O)C(=O)O.N(=[N+]=[N-])CCOCCOCCOCCN